2'-bromo-3-chloro-4-((3-chloro-5-fluoropyridin-2-yl)methoxy-d2)-5',6-dimethyl-2H-[1,4'-bipyridin]-2-one BrC1=NC=C(C(=C1)N1C(C(=C(C=C1C)OC([2H])([2H])C1=NC=C(C=C1Cl)F)Cl)=O)C